trans-3-methoxycyclobutylamine CO[C@@H]1C[C@H](C1)N